N,N-dimethyl-5-(3-(4-(o-tolyl)piperazin-1-yl)propionyl)indoline-1-carboxamide CN(C(=O)N1CCC2=CC(=CC=C12)C(CCN1CCN(CC1)C1=C(C=CC=C1)C)=O)C